[3-[4-[6-amino-5-(4-amino-2-fluorophenyl)-3-pyridyl]phenoxy]azetidin-1-yl]-tetrahydropyran-4-yl-methanone NC1=C(C=C(C=N1)C1=CC=C(OC2CN(C2)C(=O)C2CCOCC2)C=C1)C1=C(C=C(C=C1)N)F